5-amino-8-[2-(hydroxymethyl)-6-methyl-4-pyridinyl]-2-[(5-methyl-oxazol-4-yl)methyl]-7-phenyl-[1,2,4]triazolo[4,3-c]pyrimidin-3-one NC1=NC(=C(C=2N1C(N(N2)CC=2N=COC2C)=O)C2=CC(=NC(=C2)C)CO)C2=CC=CC=C2